(2R,3S)-3-((5-fluoro-2-(2-methoxy-7-methylquinoxalin-5-yl)benzo[d]thiazol-6-yl)oxy)butan-2-yl (2-((S)-2,3-dihydroxypropoxy)pyrimidin-5-yl)carbamate O[C@H](COC1=NC=C(C=N1)NC(O[C@H](C)[C@H](C)OC1=CC2=C(N=C(S2)C2=C3N=CC(=NC3=CC(=C2)C)OC)C=C1F)=O)CO